7-methoxy-1-methyl-2-(10-oxo-1,9-diazatricyclo[6.4.1.04,13]trideca-2,4(13),5,7-tetraen-2-yl)benzimidazole-5-carboxylic acid COC1=CC(=CC2=C1N(C(=N2)C=2N1CCC(NC3=CC=CC(C2)=C13)=O)C)C(=O)O